C(#N)C1=CC(=NC(=C1C1=C(C=C(C=C1)CC(C)(C)O)F)C1=CC(=C(C=C1)C#N)F)N1CCC(CC1)NC(OC(C)(C)C)=O Tert-Butyl (1-(4-cyano-6-(4-cyano-3-fluorophenyl)-5-(2-fluoro-4-(2-hydroxyl-2-methylpropyl)phenyl)pyrid-2-yl)piperid-4-yl)carbamate